2-bromo-5-isopropyl-4,7-dihydropyrazolo[5,1-d][1,2,5]thiadiazine 6,6-dioxide BrC1=NN2C(CN(S(C2)(=O)=O)C(C)C)=C1